(R)-1-((2,5-dichlorobenzamido)acetamido)-3-methylbutylboronic acid ClC1=C(C(=O)NCC(=O)N[C@@H](CC(C)C)B(O)O)C=C(C=C1)Cl